N-behenoyl-valine C(CCCCCCCCCCCCCCCCCCCCC)(=O)N[C@@H](C(C)C)C(=O)O